2,2-dimethyl-N-(trans-3-methylpiperidin-4-yl)-3-((3-(trifluoromethoxy)pyridin-2-yl)oxy)propanamide hydrochloride Cl.CC(C(=O)N[C@H]1[C@@H](CNCC1)C)(COC1=NC=CC=C1OC(F)(F)F)C